(2S)-4-(2-((3-bromo-5-nitropyridin-2-yl)oxy)ethyl)-2-methylpiperidine-1-carboxylic acid tert-butyl ester C(C)(C)(C)OC(=O)N1[C@H](CC(CC1)CCOC1=NC=C(C=C1Br)[N+](=O)[O-])C